((2r,3s)-1-(7-((2-(3-chloro-1-methyl-1H-pyrazol-4-yl)pyrimidin-4-yl)amino)-1-isopropyl-2,6-naphthyridin-4-yl)-2-methylazetidin-3-yl)-N-methylsulfonamide ClC1=NN(C=C1C1=NC=CC(=N1)NC1=NC=C2C(=CN=C(C2=C1)C(C)C)N1[C@@H]([C@H](C1)S(=O)(=O)NC)C)C